N-{1-[5-fluoro-2-(1H-pyrazol-1-yl)phenyl]ethyl}acetamide FC=1C=CC(=C(C1)C(C)NC(C)=O)N1N=CC=C1